(2-(3-(((7-bromo-2,3-dihydrofuro[3,2-c]pyridin-4-yl)amino)-methyl)benzoylamino)-4,5,6,7-tetrahydrobenzo[d]thiazol-6-yl)carbamic acid tert-butyl ester C(C)(C)(C)OC(NC1CC2=C(N=C(S2)NC(C2=CC(=CC=C2)CNC2=NC=C(C3=C2CCO3)Br)=O)CC1)=O